IC=1C=C2C(=CC=NC2=CC1)C(=O)O 6-iodoquinoline-4-carboxylic acid